1-[3-(difluoromethoxy)phenyl]-3,3-dimethyl-N-[(3R)-3-methyl-1,1-dioxo-thiolan-3-yl]-2-oxo-pyrrolo[2,3-b]pyridine-5-carboxamide FC(OC=1C=C(C=CC1)N1C(C(C=2C1=NC=C(C2)C(=O)N[C@]2(CS(CC2)(=O)=O)C)(C)C)=O)F